2-(2,6-bis(benzyloxy)pyridin-3-yl)benzo[d]oxazole-5-carbaldehyde C(C1=CC=CC=C1)OC1=NC(=CC=C1C=1OC2=C(N1)C=C(C=C2)C=O)OCC2=CC=CC=C2